4-(N-Boc-aminomethyl)-aniline C(=O)(OC(C)(C)C)NCC1=CC=C(N)C=C1